C(C)C=1C(=CC=C2C=C(C=C(C12)C1=C(C=2N=C(N=C(C2C=N1)N1CC(CCCCC1)C(=O)OCC)OC[C@]12CCCN2C[C@@H](C1)F)F)O)F ethyl 1-(7-(8-ethyl-7-fluoro-3-hydroxynaphthalen-1-yl)-8-fluoro-2-(((2R,7aS)-2-fluorotetrahydro-1H-pyrrolizin-7a(5H)-yl)methoxy)pyrido[4,3-d]pyrimidin-4-yl)azocane-3-carboxylate